CC(C(=O)OCC(C)(C1=CC(=CC=C1)OC(F)(F)F)N=C=S)(C)C 2-isothiocyanato-2-[3-(trifluoromethoxy)phenyl]propyl 2,2-dimethylpropanoate